tert-butyl 4-(1-(4-((5-bromo-4-((5-(methylsulfonamido)quinoxalin-6-yl)amino)pyrimidin-2-yl)amino)-2-cyclopentyl-5-methoxyphenyl)piperidin-4-yl)piperazine-1-carboxylate BrC=1C(=NC(=NC1)NC1=CC(=C(C=C1OC)N1CCC(CC1)N1CCN(CC1)C(=O)OC(C)(C)C)C1CCCC1)NC=1C(=C2N=CC=NC2=CC1)NS(=O)(=O)C